O=C(C=C)N1CCNC2=CC(=CC=C12)C(=O)OC methyl 1-(1-oxoprop-2-enyl)-1,2,3,4-tetrahydroquinoxaline-6-carboxylate